8,8'-dicarboxy-1,1-bidecalin C(=O)(O)C1CCCC2CCCC(C12)C1CCCC2CCCC(C12)C(=O)O